FC1=C(C=C(C=C1)F)C=1COC2=CC(=CC=C2C1C1=CC(=C(C=C1)N1CCC(CC1)C(OC)OC)F)OC1OCCCC1 1-(4-(3-(2,5-difluorophenyl)-7-((tetrahydro-2H-pyran-2-yl)oxy)-2H-chromene-4-yl)-2-fluorophenyl)-4-(dimethoxymethyl)piperidine